N-{(3R,4S)-1-[(1R,2R)-2-(2',6'-difluoro[1,1'-biphenyl]-2-yl)cyclopropane-1-carbonyl]-4-fluoropiperidin-3-yl}methanesulfonamide FC1=C(C(=CC=C1)F)C1=C(C=CC=C1)[C@H]1[C@@H](C1)C(=O)N1C[C@H]([C@H](CC1)F)NS(=O)(=O)C